CN1CC(C1)(C)[C@@](C=1C=C(C=NC1)OCC(C)(O)C)(C1=CC=C(C=C1)C(C)C)O 1-{5-[(R)-(1,3-dimethyl-azetidin-3-yl)-hydroxy-(4-isopropyl-phenyl)-methyl]-pyridin-3-yloxy}-2-methyl-propan-2-ol